(R)-1-[5-(1,2-dithiolan-3-yl)pentan-1-yl]-4-trimethylsilyl-1H-1,2,3-triazole S1S[C@@H](CC1)CCCCCN1N=NC(=C1)[Si](C)(C)C